FCC(CCC=C)N Fluorohex-5-en-2-amine